ClC=1C=C2C=CN(C2=C(C1)C1=C2C(=NC=C1)C=C(S2)CN2C(N(C(=CC2=O)Cl)CC)=O)CC2(CCNCC2)C#N 4-((5-Chloro-7-(2-((4-Chloro-3-ethyl-2,6-dioxo-3,6-dihydropyrimidin-1(2H)-yl)Methyl)thieno[3,2-b]pyridin-7-yl)-1H-indol-1-yl)methyl)piperidine-4-carbonitrile